(2S)-2-[(2S)-2-acetamido-3-(1-methyl-1H-imidazol-5-yl)propanamido]-5,5-dimethylhexanoic acid C(C)(=O)N[C@H](C(=O)N[C@H](C(=O)O)CCC(C)(C)C)CC1=CN=CN1C